C1(=CC=CC=C1)NC(=O)NC(NC=1C=C(C=CC1)S(=O)(=O)OC1=CC=C(C=C1)C)=O 4-tolyl 3-[(phenylcarbamoyl)ureido]phenylsulfonate